methyl (2S,3R)-3-(2,5-dimethoxyphenyl)-1',3'-dioxo-1',3'-dihydrospiro[cyclopropane-1,2'-indene]-2-carboxylate COC1=C(C=C(C=C1)OC)[C@H]1[C@@H](C12C(C1=CC=CC=C1C2=O)=O)C(=O)OC